CSCCN1N=CC=C1 2-(Methylsulfanyl)ethyl-1H-pyrazol